(1s,3s)-N'-[(tert-butoxy)carbonyl]-3-(trifluoromethoxy)cyclobutane-1-carbohydrazide C(C)(C)(C)OC(=O)NNC(=O)C1CC(C1)OC(F)(F)F